CN1C(=C(C2=CC=CC(=C12)C)\N=N\C1=CC=C(C=C1)C)C(=O)C1=CC=CC=C1 (E)-(1,7-dimethyl-3-(p-tolyldiazenyl)-1H-indol-2-yl)(phenyl)methanone